C(#N)C1CN(C1)C(CC1=CC=C(C=C1)C1=C2C(=NC(=C1)NC(=O)C1CC1)NC=C2)=O N-(4-(4-(2-(3-cyanoazetidin-1-yl)-2-oxoethyl)phenyl)-1H-pyrrolo[2,3-b]pyridin-6-yl)cyclopropylcarboxamide